N-(2-fluoro-3-pyridyl)-6-(6-methylquinazolin-4-yl)-7,8-dihydro-5H-1,6-naphthyridin-3-amine FC1=NC=CC=C1NC=1C=NC=2CCN(CC2C1)C1=NC=NC2=CC=C(C=C12)C